methyl-N-benzyl-formamide CN(C=O)CC1=CC=CC=C1